C(C1=C(C(=C(N)C(=C1)CC)CC)Cl)C1=C(C(=C(N)C(=C1)CC)CC)Cl 4,4'-methylene-bis(2,6-diethyl-3-chloroaniline)